N'4,N'6-Bis(quinolin-4-ylmethylene)pyrimidine-4,6-dicarbohydrazide N1=CC=C(C2=CC=CC=C12)C=NNC(=O)C1=NC=NC(=C1)C(=O)NN=CC1=CC=NC2=CC=CC=C12